C(C)(C)(C)OC(NC1CC2CCC(C1)N2C(=O)C2=NC(=C(C(=C2)OC)C2=CC(=C(C=C2)OC)O)C2=CC(=C(C=C2)C#N)F)=O tert-Butyl(8-(6-(4-cyano-3-fluorophenyl)-5-(3-hydroxy-4-methoxyphenyl)-4-methoxypyridinoyl)-8-Azabicyclo[3.2.1]octan-3-yl)carbamate